O.O.P(=O)(O)(O)O orthophosphate dihydrate